zirconium(IV) n-propoxide [O-]CCC.[Zr+4].[O-]CCC.[O-]CCC.[O-]CCC